N1(CCOCC1)CC#C 1-(morpholin-4-yl)-2-propyne